tert-butyl (1-(2-bromo-6-methylpyridin-4-yl)ethyl)(methyl)carbamate BrC1=NC(=CC(=C1)C(C)N(C(OC(C)(C)C)=O)C)C